C1(CC1)N1N=CC(=C1)[C@@H]1O[C@@H](CN(C1)C=1N=C(C=2N=C(N(C(C2N1)=O)C)C(F)(F)F)C1=C(C=C(C=C1)OC)F)C 6-((2S,6R)-2-(1-cyclopropyl-1H-pyrazol-4-yl)-6-methylmorpholino)-8-(2-fluoro-4-methoxyphenyl)-3-methyl-2-(trifluoromethyl)pyrimido[5,4-d]pyrimidin-4(3H)-one